[Cl-].C(CCCCCCCCCCCCCCCCCCC)[N+](CC)(C)C eicosyl-dimethylethylammonium chloride